5-(azetidin-3-ylmethoxy)-2-(2,6-dioxopiperidin-3-yl)isoindole-1,3-dione formate salt C(=O)O.N1CC(C1)COC=1C=C2C(N(C(C2=CC1)=O)C1C(NC(CC1)=O)=O)=O